ethyl 4-(4-((4'-chloro-4-methyl-4-(2-oxoethyl)-3,4,5,6-tetrahydro-[1,1'-biphenyl]-2-yl)methyl)piperazin-1-yl)benzoate ClC1=CC=C(C=C1)C1=C(CC(CC1)(CC=O)C)CN1CCN(CC1)C1=CC=C(C(=O)OCC)C=C1